C(C(C)CCC[C@@H](C)[C@H]1CC[C@H]2[C@@H]3CC[C@@H]4CCCC[C@]4(C)[C@H]3CC[C@]12C)(O)(O)O 5β-cholestanetriol